3,5-dimethyldec-5-enal CC(CC=O)CC(=CCCCC)C